4-(Methylamino)-3-(1,3,4-oxadiazol-2-yl)-1-phenyl-7-(trifluoromethyl)-1,8-naphthyridine CNC1=C(CN(C2=NC(=CC=C12)C(F)(F)F)C1=CC=CC=C1)C=1OC=NN1